BrC1=CC(=C(NC)C=C1)SC1=CC=CC=C1 4-bromo-N-methyl-2-(phenylthio)aniline